N1C=NC(=C1)C1=NC(=NC=C1C(F)(F)F)N[C@@H]1[C@@H](CN(CC1)S(=O)(=O)C=1N=CN(C1)C)C 4-(1H-imidazol-4-yl)-N-((3R,4S)-3-methyl-1-((1-methyl-1H-imidazol-4-yl)sulfonyl)piperidin-4-yl)-5-(trifluoromethyl)pyrimidin-2-amine